(6-((3S,4S)-4-amino-3-methyl-2-oxa-8-azaspiro[4.5]decan-8-yl)-3-((4-chloro-2,6-difluorophenyl)ethynyl)-1H-pyrazolo[3,4-b]pyrazin-5-yl)methanol N[C@@H]1[C@@H](OCC12CCN(CC2)C2=C(N=C1C(=N2)NN=C1C#CC1=C(C=C(C=C1F)Cl)F)CO)C